N-ethyl-N-(3-sulfopropyl)-m-anisidine sodium salt CCN(CCCS(=O)(=O)O)C1=CC(=CC=C1)OC.[Na]